2-[(2R)-2-(1-cyclopropylpyrazol-4-yl)tetrahydropyran-4-yl]-4-(2,2-difluorospiro[3.3]heptan-6-yl)-6,7-dimethyl-5,6,7,8-tetrahydropteridine C1(CC1)N1N=CC(=C1)[C@@H]1OCCC(C1)C1=NC=2NC(C(NC2C(=N1)C1CC2(CC(C2)(F)F)C1)C)C